(2,6-Dichloropyridin-4-yl)methyl (S)-2-amino-4-(2-aminopyridin-4-yl)butanoate dihydrochloride Cl.Cl.N[C@H](C(=O)OCC1=CC(=NC(=C1)Cl)Cl)CCC1=CC(=NC=C1)N